C(C)(C)(C)OC(=O)N1CCC(CC1)(C=1NC(C2=C(N1)C=NC(=C2)C=2C=C(C=1N(C2)C=C(N1)C)F)=O)F 4-fluoro-4-[6-(8-fluoro-2-methylimidazo[1,2-a]pyridin-6-yl)-4-oxo-3,4-dihydropyrido[3,4-d]pyrimidin-2-yl]piperidine-1-carboxylic acid tert-butyl ester